4-(4-(3-bromo-2-fluorophenyl)-3-chloropyridin-2-yl)-2-methoxybenzaldehyde BrC=1C(=C(C=CC1)C1=C(C(=NC=C1)C1=CC(=C(C=O)C=C1)OC)Cl)F